Cl.FC(C1=NC=CC=C1N1CC2(CC1)CNCCC2)(F)F 2-[2-(trifluoromethyl)pyridin-3-yl]-2,7-diazaspiro[4.5]decane hydrochloride